C(=O)(O)C=1C(=C(C=C(C1)O)C1=NC=NC(=N1)C1=C(C(=CC(=C1)O)CC(=O)O)O)O 2-(3-Carboxy-2,5-dihydroxyphenyl)-4-(3-carboxymethyl-2,5-dihydroxyphenyl)-1,3,5-triazine